(3S,4S)-1-cyclohexyl-4-{[5-(2,4-difluoro-phenyl)-isoxazole-3-carbonyl]-amino}-piperidine-3-carboxylic acid dimethylamide CN(C(=O)[C@H]1CN(CC[C@@H]1NC(=O)C1=NOC(=C1)C1=C(C=C(C=C1)F)F)C1CCCCC1)C